C(C)(C)NC(=O)NC1=NC2=C(N1)C=CC(=C2)C2=NNC(C1=CC=CC=C21)=O 1-Isopropyl-3-(5-(4-oxo-3,4-dihydrophthalazin-1-yl)-1H-benzimidazol-2-yl)urea